7-morpholinyldibenzo[b,d]furan N1(CCOCC1)C1=CC2=C(C3=C(O2)C=CC=C3)C=C1